3-glycidyloxypropyltrimethoxysilane 3-(3,5-di-tert-butyl-4-hydroxy-phenyl)-propionate C(C)(C)(C)C=1C=C(C=C(C1O)C(C)(C)C)CCC(=O)O.C(C1CO1)OCCC[Si](OC)(OC)OC